N-(4-(5-(difluoromethyl)-2-(4-fluorophenyl)-4,5,6,7-tetrahydropyrazolo[1,5-a]pyrazin-3-yl)pyridin-2-yl)acetamide Tri(2,6-Di-Tert-Butylphenyl)-Phosphat C(C)(C)(C)C1=C(C(=CC=C1)C(C)(C)C)OP(=O)(OC1=C(C=CC=C1C(C)(C)C)C(C)(C)C)OC1=C(C=CC=C1C(C)(C)C)C(C)(C)C.FC(N1CC=2N(CC1)N=C(C2C2=CC(=NC=C2)NC(C)=O)C2=CC=C(C=C2)F)F